octyl-phenol-d4 C(CCCCCCC)C1=C(C(=C(C(=C1O)[2H])[2H])[2H])[2H]